C(C)(C)(C)OC(=O)N(C1=C(C=CC2=CC=C(C=C12)C1=NC=CC=C1)C(=O)O)CC(=C)C#N 1-[tert-butoxycarbonyl(2-cyanoallyl)amino]-7-(2-pyridyl)naphthalene-2-carboxylic acid